C(C1=CC=CC=C1)NC(=O)C1=CC2=C(N=C(N=C2N[C@H](C)C2=C(C(=CC=C2)C(F)F)F)C)NC1=O |r| (±)-N-benzyl-4-((1-(3-(difluoromethyl)-2-fluorophenyl)ethyl)amino)-2-methyl-7-oxo-7,8-dihydropyrido[2,3-d]pyrimidine-6-carboxamide